CCCCC/C=C\C/C=C\C/C=C\C/C=C\CCCC(=O)O[C@H](CO)COP(=O)([O-])OCC[N+](C)(C)C 2-(5Z,8Z,11Z,14Z-eicosatetraenoyl)-sn-glycero-3-phosphocholine